C(C)(=O)N1CCC(=CC1)C=1C(=NC2=CC(=CC(=C2N1)[C@@H](C)NC=1C(=NC(=CC1)Cl)C(=O)O)C)C#N (R)-3-((1-(3-(1-acetyl-1,2,3,6-tetrahydropyridin-4-yl)-2-cyano-7-methylquinoxalin-5-yl)ethyl)amino)-6-chloropicolinic acid